NCC=1C=C(C(=O)NCC(=O)N2[C@H]3C[C@]3(C[C@H]2C(=O)OCC2=CC=CC=C2)C)C=CC1OC1=CC=CC=C1 benzyl (1S,3S,5S)-2-((3-(aminomethyl)-4-phenoxybenzoyl)glycyl)-5-methyl-2-azabicyclo[3.1.0]hexane-3-carboxylate